ClC=1C(=C(C2=C(N(CCO2)CC2CCC2)C1)C(=O)OC)F methyl 6-chloro-4-(cyclobutylmethyl)-7-fluoro-2,3-dihydro-1,4-benzoxazine-8-carboxylate